ClC1=C2N(C=NC2=NC(=N1)N)CC#C 6-chloro-2-amino-7-(prop-2-yn-1-yl)-7H-purine